sodium-calcium borate B([O-])([O-])[O-].[Ca+2].[Na+]